2-(tetrahydropyran-4-yloxy)-3-(4,4,5,5-tetramethyl-1,3,2-dioxaborolan-2-yl)pyridine O1CCC(CC1)OC1=NC=CC=C1B1OC(C(O1)(C)C)(C)C